3,6-Difluoro-11-(propan-2-yl)-11-azatricyclo[6.2.1.02,7]undeca-2,4,6,9-tetraene FC1=C2C3C=CC(C2=C(C=C1)F)N3C(C)C